OC(=O)CCCC[C@@H]1SC[C@@H]2NC(=O)N[C@H]12 5E-Biotin